C1(=NC=CC2=CC=CC=C12)C(=O)[O-] isoquinolate